tert-butyl-peroxydiisopropenylbenzene C(C)(C)(C)OOC=1C(=C(C=CC1)C(=C)C)C(=C)C